C(C)(C)(C)C1N2C(C3=CC(=C(C=C3C1)C1=CN=C(S1)COC)OC)=CC(C(=C2)C(=O)O)=O 6-tert-butyl-10-methoxy-9-[2-(methoxymethyl)thiazol-5-yl]-2-oxo-6,7-dihydro-2H-pyrido[2,1-a]isoquinoline-3-carboxylic acid